OCC[N+]1=CNC=C1 N-hydroxyethyl-N-imidazolium